5-(4,7-bis(4-carboxyphenyl)-1H-benzo[d]Imidazol-2-yl)isophthalic acid C(=O)(O)C1=CC=C(C=C1)C1=CC=C(C=2NC(=NC21)C=2C=C(C=C(C(=O)O)C2)C(=O)O)C2=CC=C(C=C2)C(=O)O